FC1=C(C=C(C=C1)F)[C@@H]1N(CCC1)C1=CC=C2C(=N1)N(C=N2)C(=O)NC2CCC(CC2)C2=CC=CC=C2 (R)-5-(2-(2,5-Difluorophenyl)pyrrolidin-1-yl)-N-(4-phenylcyclohexyl)-3H-imidazo[4,5-b]pyridine-3-Carboxamide